The molecule is a multi-substituted pyrazolecarboxamide used in the industrial synthesis of sildenafil. It is a member of pyrazoles and a monocarboxylic acid amide. CCCC1=NN(C(=C1N)C(=O)N)C